NC1=C(C2=C(S1)C(=CC=C2C2=C(C=C1C(=NC(=NC1=C2F)OC[C@]21CCCN1C[C@@H](C2)F)N2CC(CCC2)C(=O)O)Cl)F)C#N 1-(7-(2-amino-3-cyano-7-fluorobenzo[b]thiophen-4-yl)-6-chloro-8-fluoro-2-(((2R,7aS)-2-fluorotetrahydro-1H-pyrrolizin-7a(5H)-yl)methoxy)quinazolin-4-yl)piperidine-3-carboxylic acid